C(C1=CC=CC=C1)N([C@@H](C)C(=O)OC1CN(C1)S(=O)(=O)CC)[P@](=O)(OC1=CC=CC=C1)OC1=C(C(=C(C(=C1F)F)F)F)F 1-(ethylsulfonyl)azetidin-3-ol BENZYL-((S)-(PERFLUOROPHENOXY)(PHENOXY)-PHOSPHORYL)-L-ALANINATE